CC(C)C=1C=CC=CC1 3-(propan-2-yl)benzene